tert-Butyl N-[(1R)-2-(2-aminoethoxy)-1-methyl-ethyl]carbamate NCCOC[C@@H](C)NC(OC(C)(C)C)=O